FC=1C=C(C#N)C=CC1OC1=NC=CC=C1 3-fluoro-4-(pyridin-2-yloxy)benzonitrile